(E)-2-((6-(3-(2,3-dihydrobenzo[b][1,4]dioxin-6-yl)-2-methylstyryl)-5-methylpyridin-3-yl)methylamino)-3-hydroxypropionic acid O1C2=C(OCC1)C=C(C=C2)C=2C(=C(/C=C/C1=C(C=C(C=N1)CNC(C(=O)O)CO)C)C=CC2)C